8-(5-chloro-2-((1-methyl-1H-pyrazol-5-yl)amino)pyridin-4-yl)-4,4-difluoro-2,3,4,5-tetrahydro-1H-pyrrolo[1,2-a][1,4]diazepin-1-one ClC=1C(=CC(=NC1)NC1=CC=NN1C)C=1C=C2N(CC(CNC2=O)(F)F)C1